3-(2,4-dioxohexahydropyrimidin-1-yl)-4-methoxy-benzoic acid O=C1N(CCC(N1)=O)C=1C=C(C(=O)O)C=CC1OC